C1=CC=NC(=C1)N aminopyridine